BrC1=CC=C(OP(=O)(OC2=CC=C(C=C2)[N+](=O)[O-])N[C@@H](CC(C)C)C(=O)OC)C=C1 Methyl ((4-bromophenoxy)(4-nitrophenoxy)phosphoryl)-L-leucinate